C(C)(=O)C1=NN(C2=CC=C(C=C12)C=1C=NC(=NC1)C)CC(=O)N1[C@@H](C[C@H](C1)F)C(=O)NC1=NC(=CC=C1)OC (2S,4R)-1-(2-(3-acetyl-5-(2-methylpyrimidin-5-yl)-1H-indazol-1-yl)acetyl)-4-fluoro-N-(6-methoxypyridin-2-yl)pyrrolidine-2-carboxamide